CN(CCC[In](C)C)C [3-(dimethylamino)propyl]dimethyl-indium